ClC1=CC=C(C=C1)N1N=C(C=C1COC1=C(C=C(CC=2C(O\C(\C2)=C/[Si](C(C)C)(C(C)C)C(C)C)=O)C=C1F)F)C (Z)-3-(4-((1-(4-chlorophenyl)-3-methyl-1H-pyrazol-5-yl)methoxy)-3,5-difluorobenzyl)-5-((triisopropylsilyl)methylene)furan-2(5H)-one